C(#N)COC1=CC=C(C=C1)C1=CC=CC=C1 4'-(cyanomethoxy)-[1,1'-biphenyl]